2-ethyl-2-[(3-mercapto-1-oxopropoxy)methyl]-1,3-propanediol C(C)C(CO)(CO)COC(CCS)=O